C(C)OCCCN1C=[N+](C=C1)CCCOCC 1,3-bis(3-Ethoxypropyl)imidazolium